[2,6-dimethyl-4-(3,5-dimethylphenyl)-1H-inden-1-yl]dimethylsilane CC=1C(C2=CC(=CC(=C2C1)C1=CC(=CC(=C1)C)C)C)[SiH](C)C